FC1=C2C(=C(C=3N=C(NC31)[C@@H](C)NC)F)CC(C2)CN2CCC3(CNC(O3)=O)CC2 8-[[4,8-difluoro-2-[(1R)-1-(methylamino)ethyl]-3,5,6,7-tetrahydrocyclopenta[f]benzimidazol-6-yl]methyl]-2-oxo-1-oxa-3,8-diazaspiro[4.5]decan